(S)-3-fluoro-5-(((1-hydroxyicosan-2-yl)oxy)methyl)benzonitrile FC=1C=C(C#N)C=C(C1)CO[C@H](CO)CCCCCCCCCCCCCCCCCC